4-[(4-(3,5-dimethoxyphenyl)phenoxy)methyl]-1H-1,2,3-triazole COC=1C=C(C=C(C1)OC)C1=CC=C(OCC=2N=NNC2)C=C1